NC1=NC=CC(=C1)N1CCN(CC1)C(=O)OC(C)(C)C tert-butyl 4-(2-aminopyridin-4-yl)-piperazine-1-carboxylate